N[C@H](C)O (1S)-1-aminoethyl alcohol